C1(CCCC1)OCCN1C=NC2=C1C=C(C=C2)C2=CC=C(C=C2)C(F)(F)F 1-[2-(cyclopentyloxy)ethyl]-6-[4-(trifluoromethyl)phenyl]-1H-benzimidazole